CN1C2(CCC2)C(NC1=O)=O 5-methyl-5,7-diazaspiro[3.4]octane-6,8-dione